5-amino-8-[2-chloro-6-(hydroxymethyl)-4-pyridinyl]-7-(4-fluorophenyl)-2-[(1-methylimidazol-2-yl)methyl]-[1,2,4]triazolo[4,3-c]pyrimidin-3-one NC1=NC(=C(C=2N1C(N(N2)CC=2N(C=CN2)C)=O)C2=CC(=NC(=C2)CO)Cl)C2=CC=C(C=C2)F